6-bromo-N-(5-cyano-4-((2-morpholinoethyl)amino)pyridin-2-yl)-5-(1,3-dioxolan-2-yl)-1-isopropyl-1H-pyrrolo[3,2-b]pyridine-3-carboxamide BrC=1C=C2C(=NC1C1OCCO1)C(=CN2C(C)C)C(=O)NC2=NC=C(C(=C2)NCCN2CCOCC2)C#N